(1S,3R)-2-acryloyl-1-(benzo[d][1,3]dioxol-5-yl)-N-cyclopropyl-2,3,4,9-tetrahydro-1H-pyrido[3,4-b]indole-3-carboxamide C(C=C)(=O)N1[C@H](C=2NC3=CC=CC=C3C2C[C@@H]1C(=O)NC1CC1)C1=CC2=C(OCO2)C=C1